4-[6-(2-chloro-4-methyl-phenyl)-3-hydroxy-pyridin-2-yl]-4-oxo-butyric acid ethyl ester C(C)OC(CCC(=O)C1=NC(=CC=C1O)C1=C(C=C(C=C1)C)Cl)=O